2-Amino-N-((1R,4R)-4-hydroxy-4-methylcyclohexyl)-5-(2-methyl-4-(((R)-2-methylpyrrolidin-1-yl)methyl)phenyl)nicotinamide NC1=C(C(=O)NC2CCC(CC2)(C)O)C=C(C=N1)C1=C(C=C(C=C1)CN1[C@@H](CCC1)C)C